(1S,2S)-2-Cyanocyclopentyl (8-amino-7-fluoro-6-(8-methyl-2,3-dihydro-1H-pyrido[2,3-b][1,4]oxazin-7-yl)isoquinolin-3-yl)carbamate NC=1C(=C(C=C2C=C(N=CC12)NC(O[C@@H]1[C@@H](CCC1)C#N)=O)C1=C(C2=C(OCCN2)N=C1)C)F